CC=1OC(=CN1)C1=CC(=C2C=CC=NC2=C1)C1(CC1)C1=C(C(=O)N)C=CC=C1 (1-(7-(2-methyloxazol-5-yl)quinolin-5-yl)cyclopropyl)benzamide